ClC1=NC(=CC(=C1)C1(CC(C1)C)C(=O)O)OCC 1-(2-chloro-6-ethoxypyridin-4-yl)-3-methylcyclobutanecarboxylic acid